O(C1=CC=CC=C1)P(=O)=CO[C@@H](CN1C2=NC=NC(=C2N=C1)N)C (R)-9-[2-(phenoxyphosphoryl-methoxy)-propyl]adenine